S1C(=NC2=C1C=CC=C2)[C@H]2N(CC1(C3=C2N=CN3)CC1)C(=O)C=1OC(=NN1)C(C)(C)O (S)-(4'-(benzo[d]thiazol-2-yl)spiro[cyclopropane-1,7'-imidazo[4,5-c]pyridin]-5'(1'H,4'H,6'H)-yl)(5-(2-hydroxypropan-2-yl)-1,3,4-oxadiazol-2-yl)methanone